5-(4-(((3,6-dimethylpyrazin-2-yl)amino)methyl)-2-fluoro-6-hydroxyphenyl)-1,2,5-thiadiazolidin-3-one 1,1-dioxide CC=1C(=NC(=CN1)C)NCC1=CC(=C(C(=C1)O)N1CC(NS1(=O)=O)=O)F